2-bromo-4-(4-((2-(4-chlorophenyl)-4,4-dimethylcyclohexen-1-enyl)methyl)piperazin-1-yl)benzoic acid BrC1=C(C(=O)O)C=CC(=C1)N1CCN(CC1)CC1=C(CC(C=C1)(C)C)C1=CC=C(C=C1)Cl